ClC=1C(=C(C=C(C1CC1=C(C(=C(C=C1)O)C(C)C)F)Cl)NCC(=O)NCC(C)C)F 2-((3,5-dichloro-2-fluoro-4-(2-fluoro-4-hydroxy-3-isopropylbenzyl)phenyl)amino)-N-isobutylacetamide